7-chloro-N-((3aR,5s,6aS)-2-((tetrahydro-2H-pyran-4-yl)methyl)octahydrocyclopenta[c]pyrrol-5-yl)thieno[2,3-d]pyridazin-4-amine ClC=1N=NC(=C2C1SC=C2)NC2C[C@@H]1[C@@H](CN(C1)CC1CCOCC1)C2